Boc-3-oxoazetidine C(=O)(OC(C)(C)C)N1CC(C1)=O